FC=1C=C(C(=O)NCC2CCC(CC2)N2N=C3C=C(C=CC3=C2)C2=NC=NC(=C2)C)C=C(C1O)F 3,5-difluoro-4-hydroxy-N-({(1r,4r)-4-[6-(6-methylpyrimidin-4-yl)-2H-indazol-2-yl]cyclohexyl}methyl)benzamide